NC1=NC=CC2=C(C=CC=C12)C=1C=C2C(=NN(C2=CC1)C1CCC1)COC1=C(C=C(C=C1)OC)CC(=O)O 2-(2-((5-(1-aminoisoquinolin-5-yl)-1-cyclobutyl-1H-indazol-3-yl)methoxy)-5-methoxyphenyl)acetic acid